COC1=CC=C(C(=O)NC=2SC(=NN2)SCC2=NC(=NO2)C2=CC=C(C=C2)C)C=C1 4-methoxy-N-(5-(((3-(p-tolyl)-1,2,4-oxadiazol-5-yl)methyl)thio)-1,3,4-thiadiazol-2-yl)benzamide